NC1=NC=NN2C1=C(N=C2C(C)C)C2=CC=C(CNC(=O)C=1SC=CC1OC)C=C2 N-(4-(4-amino-7-isopropylimidazo[5,1-f][1,2,4]triazin-5-yl)benzyl)-3-methoxythiophene-2-carboxamide